3-(2,5-dichlorothien-3-yl)propionyl chloride ClC=1SC(=CC1CCC(=O)Cl)Cl